(1r,4r)-N-(2-(3,3-difluoro-pyrrolidin-1-yl)-4-(1H-pyrazol-5-yl)pyridin-3-yl)-4-methylcyclohexane-1-carboxamide FC1(CN(CC1)C1=NC=CC(=C1NC(=O)C1CCC(CC1)C)C1=CC=NN1)F